C(C)(C)(C)N1C=C(C2=CC(=CC=C12)Br)CCNC(C)=O tert-Butyl-3-(2-acetamidoethyl)-5-bromo-1H-indole